ClC=1N=CN(C1)CC=1C=CC(=NC1)/C=C/C(=O)O (E)-3-(5-((4-chloro-1H-imidazol-1-yl)methyl)pyridin-2-yl)acrylic acid